[Se]1C2=C(C=C1)C(C1=C2[Se]C=C1)=O 4H-cyclopenta[2,1-B:3,4-B']diselenophen-4-one